(R)-3-Hydroxy-1-methyl-3-(1-(6-(2-(((R)-1-(pyrimidin-2-yl)ethyl)amino)pyrimidin-4-yl)pyridin-2-yl)-1H-1,2,3-triazol-4-yl)pyrrolidin-2-one O[C@@]1(C(N(CC1)C)=O)C=1N=NN(C1)C1=NC(=CC=C1)C1=NC(=NC=C1)N[C@H](C)C1=NC=CC=N1